(1R,3S,5R)-2-(2-(6-amino-9H-purin-9-yl)acetyl)-N-((2,2-dichlorocyclopropyl)methyl)-2-azabicyclo[3.1.0]hexane-3-carboxamide NC1=C2N=CN(C2=NC=N1)CC(=O)N1[C@@H]2C[C@@H]2C[C@H]1C(=O)NCC1C(C1)(Cl)Cl